C1=C(C=CC=2C3=CC=CC=C3NC12)C=1C=CC=2NC3=CC=CC=C3C2C1 2,3'-bi-9H-carbazole